ethyl 5-phenyl-4,5,6,7-tetrahydrothieno[3,2-c]pyridine-2-carboxylate C1(=CC=CC=C1)N1CC2=C(CC1)SC(=C2)C(=O)OCC